N-(3-chloro-5-(methylsulfonamido)phenyl)-1-(5-fluoro-3-(3-fluorophenethyl)pyridin-2-yl)-1H-pyrazole-4-carboxamide ClC=1C=C(C=C(C1)NS(=O)(=O)C)NC(=O)C=1C=NN(C1)C1=NC=C(C=C1CCC1=CC(=CC=C1)F)F